CC=1C=C(C=C(C1O)C)SC1=CC(=C(C(=C1)C)O)C bis(3,5-dimethyl-4-hydroxyphenyl) sulfide